COC1=CC2=C(C=C1)C1(CC1)CO2 6-methoxy-2H-spiro[benzofuran-3,1'-cyclopropane]